5-(1-((benzyloxy)methyl)-2-oxabicyclo[2.2.2]oct-4-yl)-1H-pyrazole-3-carbaldehyde C(C1=CC=CC=C1)OCC12OCC(CC1)(CC2)C2=CC(=NN2)C=O